C1(CCCC1)NC1N(C(=NC(=N1)N)N1CCOCC1)C1=CC(=C(C=C1)C)C N-Cyclopentyl-N1-(3,4-dimethylphenyl)-6-morpholin-4-yl-[1,3,5]triazine-2,4-diamine